N1=CC(=C2N1C=CC=C2)N2CC1(C2)CC(C1)NC(=O)NC1=CC(=CC=C1)C(F)(F)F 1-(2-(pyrazolo[1,5-a]pyridin-3-yl)-2-azaspiro[3.3]heptan-6-yl)-3-(3-(trifluoromethyl)phenyl)urea